C(CCCCC)C(COC(CCCCCN(C(CCCCCCCBr)=O)CCCCCC)=O)CCCCCCCC.BrCCCCCCCC(=O)N(CCCCCC)CCCCCC(=O)OCC(CCCCCCCC)CCCCCC 2-hexyldecyl 6-(8-bromo-N-hexyloctanamido)hexanoate 2-Hexyldecyl-6-(8-bromo-N-hexyloctanamido)hexanoate